N-(3-fluorophenyl)-3-(((1R,2S)-2-phenylcyclopropyl)amino)benzamide FC=1C=C(C=CC1)NC(C1=CC(=CC=C1)N[C@H]1[C@@H](C1)C1=CC=CC=C1)=O